N[C@@H](C(=O)OCC)C1=C2N(C=N1)CCC2 |r| ethyl (2RS)-2-amino-2-(6,7-dihydro-5H-pyrrolo[1,2-c]imidazol-1-yl)acetate